C1(=CC=CC=C1)C=1N=C2N(C=C(C=C2C2=CC=C(C=O)C=C2)C2=CC=CC=C2)C1 4-(2,6-diphenylimidazo[1,2-a]pyridin-8-yl)benzaldehyde